2-[[4-(3-pyridylmethyl)piperazin-1-yl]methyl]-1H-indole N1=CC(=CC=C1)CN1CCN(CC1)CC=1NC2=CC=CC=C2C1